4-(N,N-Dipropylsulfamoyl)-N-hexylbenzamide C(CC)N(S(=O)(=O)C1=CC=C(C(=O)NCCCCCC)C=C1)CCC